BrC1=CC=C2C=C(N(C2=C1)CC)C1=NC2=C(N1C)C=CC(=C2)C(=O)N2CC(CCC2)NC(OC(C)(C)C)=O tert-butyl (1-(2-(6-bromo-1-ethyl-1H-indol-2-yl)-1-methyl-1H-benzo[d]imidazole-5-carbonyl)piperidin-3-yl)carbamate